NC1=NC=CC2=C(C=CC=C12)C=1C=C2C(=NN(C2=CC1)[C@@H](C)CC)COC1=C(C=CC=C1)CC(=O)OCC (S)-ethyl 2-(2-((5-(1-aminoisoquinolin-5-yl)-1-(sec-butyl)-1H-indazol-3-yl)methoxy)phenyl)acetate